C(C)(=O)NC[C@@H](C)OC(=O)N[C@@H](CCO[C@@H]1C[C@H](C1)CCC1=NC=2NCCCC2C=C1)C(=O)O N-((((R)-1-acetamidopropan-2-yl)oxy)carbonyl)-O-(trans-3-(2-(5,6,7,8-tetrahydro-1,8-naphthyridin-2-yl)ethyl)cyclobutyl)homoserine